FC(C=1N=CC(=NC1)C=C1CCC2(CN(C2)C(=O)OC(C)(C)C)CC1)(F)F tert-butyl 7-[[5-(trifluoromethyl)pyrazin-2-yl]methylene]-2-azaspiro[3.5]nonane-2-carboxylate